C1(CCC1)N1C=CC=2C1=NC=C(C2)NC(=O)C=2C=C1CN(C(C1=CC2)=O)C2C(NC(CC2)=O)=O N-(1-cyclobutyl-1H-pyrrolo[2,3-b]pyridin-5-yl)-2-(2,6-dioxopiperidin-3-yl)-1-oxoisoindoline-5-carboxamide